3-((4-(methylthio)-1H-indol-5-yl)oxy)benzimidamide CSC1=C2C=CNC2=CC=C1OC=1C=C(C(N)=N)C=CC1